3-(3,3-difluorocyclobutyl)propan-1-amine FC1(CC(C1)CCCN)F